C(C1=CC=CC=C1)OC(=O)N1CCN(CC1)[C@H]1CC2(CN(C2)C(=O)OCC)CC1 Ethyl (6R)-6-(4-benzyloxycarbonylpiperazin-1-yl)-2-azaspiro[3.4]octane-2-carboxylate